[Br-].C(C1=CC=CC=C1)(=O)O[C@@]1([C@@H](CN(CC1)C(CC1=C(C=C(C(=C1)F)F)F)=O)C[N+](C([2H])([2H])[2H])(CC1=CC=CC=C1)C)C1=CC(=CC=C1)O N-(((3S,4S)-4-(benzoyloxy)-4-(3-hydroxyphenyl)-1-(2-(2,4,5-trifluorophenyl)acetyl)piperidin-3-yl)methyl)-N-benzyl-N-(methyl-d3)methylammonium bromide